The molecule is a tripeptide consisting of betaAlaGlyGly with a 4-hydroxy-3-iodo-5-nitrophenylacetyl substituent on the beta-alanine nitrogen. It is a tripeptide and a member of 2-nitrophenols. C1=C(C=C(C(=C1[N+](=O)[O-])O)I)CC(=O)NCCC(=O)NCC(=O)NCC(=O)O